7-(1-(5-amino-4-fluoro-2-methylphenyl)-1H-pyrazol-4-yl)-N-(4-methoxybenzyl)imidazo[2,1-f][1,2,4]triazin-4-amine NC=1C(=CC(=C(C1)N1N=CC(=C1)C1=CN=C2C(=NC=NN21)NCC2=CC=C(C=C2)OC)C)F